N(C1=CC=CC=C1)C1=CC=2C3(C4=CC=C(C=C4OC2C=C1C)N(CCC(C)C)CC)OC(=O)C1=CC=CC=C13 2'-anilino-6'-(N-ethyl-N-isopentylamino)-3'-methyl-spiro[phthalide-3,9'-[9H]xanthene]